N1[C@@H](CCC1)CN1CCCC1 (S)-1-(pyrrolidin-2-ylmethyl)pyrrolidine